C(CCCCCCCCC)[SiH](C=1C2=CC=CC3=CC=C4C=CC=C(C1)C4=C32)C decylmethyl-(pyren-4-yl)silane